[NH4+].FC(CC[SiH](O)C)(F)F trifluoropropyl-methyl-silanol ammonium